ClC=1C(=NC(=NC1)N1CC(C(CC1)(F)F)C)O 5-chloro-2-(4,4-difluoro-3-methylpiperidin-1-yl)pyrimidin-4-ol